ClC=1C2=CN(N=C2C=CC1C1=NNC2=NC(=CN=C21)N2C[C@@H]1[C@]([C@@H]1CC2)(C2=C(C=CC=C2)F)CN)CC ((1S,6R,7R)-3-(3-(4-chloro-2-ethyl-2H-indazol-5-yl)-1H-pyrazolo[3,4-b]pyrazin-6-yl)-7-(2-fluorophenyl)-3-azabicyclo[4.1.0]heptan-7-yl)methanamine